N1(CCC(CC1)N1C=CC2=C(C=CC=C12)N1C(NC(CC1)=O)=O)C1CCNCC1 1-(1-([1,4'-bipiperidin]-4-yl)-1H-indol-4-yl)dihydropyrimidine-2,4(1H,3H)-dione